(1-(3-nitro-5-(trifluoromethyl)phenyl)Ethyl)amine [N+](=O)([O-])C=1C=C(C=C(C1)C(F)(F)F)C(C)N